tin indium zirconium oxide [O-2].[Zr+4].[In+3].[Sn+4]